OCC1(CCOCC1)NC(=O)C1=C(OC2=C1C=C(C=C2)OCC2=C(C=CC=C2)S(=O)(=O)C)C N-(4-(hydroxymethyl)tetrahydro-2H-pyran-4-yl)-2-methyl-5-((2-(methylsulfonyl)benzyl)oxy)benzofuran-3-carboxamide